C(C)(C)(C)OC(=O)NCC1=CC(=C(C(=C1)C)NC(=O)C1=CC2=C(OCCC3=C2SC=C3)C=C1C=1C(=NC(=CC1)C(NCC1(CCC1)C)=O)C(=O)OC)C methyl 3-(9-((4-(((tert-butoxycarbonyl)amino)methyl)-2,6-dimethylphenyl)carbamoyl)-4,5-dihydrobenzo[b]thieno[2,3-d]oxepin-8-yl)-6-(((1-methylcyclobutyl)methyl)carbamoyl)picolinate